7-chloro-5-(cyclopropylmethyl)-4-(6-cyclopropylpyridin-3-yl)-2-(2-methyl-2H-indazol-5-yl)-2,5-dihydro-3H-pyrrolo[3,2-c]pyridazin-3-one ClC1=CN(C=2C1=NN(C(C2C=2C=NC(=CC2)C2CC2)=O)C2=CC1=CN(N=C1C=C2)C)CC2CC2